(R)-2-(3-(azetidine-3-yl)piperidin-1-yl)ethyl acetate C(C)(=O)OCCN1C[C@H](CCC1)C1CNC1